(2S,4R)-1-(2-(6-amino-8-bromo-9H-purin-9-yl)acetyl)-N-(3-chloro-2-fluorobenzyl)-4-fluoropyrrolidine-2-carboxamide NC1=C2N=C(N(C2=NC=N1)CC(=O)N1[C@@H](C[C@H](C1)F)C(=O)NCC1=C(C(=CC=C1)Cl)F)Br